3-cyclopropyl-N-((S)-(4,4-difluorocyclohexyl)(5-(((S)-2-oxo-4-(trifluoromethyl)imidazolidin-1-yl)methyl)-benzo[d]oxazol-2-yl)methyl)isoxazole-4-carboxamide C1(CC1)C1=NOC=C1C(=O)N[C@H](C=1OC2=C(N1)C=C(C=C2)CN2C(N[C@@H](C2)C(F)(F)F)=O)C2CCC(CC2)(F)F